methyl-isopropyl-aniline CN(C1=CC=CC=C1)C(C)C